N-(5-chloro-6-(2H-1,2,3-triazol-2-yl)pyridin-3-yl)-N'-(2-methyl-8-(propan-2-yl)imidazo[1,2-b]pyridazin-7-yl)urea ClC=1C=C(C=NC1N1N=CC=N1)NC(=O)NC1=C(C=2N(N=C1)C=C(N2)C)C(C)C